C(C)OC(=O)N1[C@H]([C@H](CC1)NS(=O)(=O)C)CC=1C=C(C=CC1)C1=CC=CC=C1 (2S,3S)-2-(Biphenyl-3-ylmethyl)-3-((methylsulfonyl)amino)pyrrolidine-1-carboxylic acid ethyl ester